C(CCC)C1NS(C2=C(N(C1)C1=CC=C(C=C1)F)C=C(C(=C2)OC=C(C(=O)O)F)SC)(=O)=O 3-((3-butyl-5-(4-fluorophenyl)-7-(methylthio)-1,1-dioxido-2,3,4,5-tetrahydro-1,2,5-benzothiadiazepin-8-yl)oxy)-2-fluoroacrylic acid